2-(2,6-difluoro-phenyl)-8-(1-hydroxy-1-methyl-ethyl)-4-[[5-(4-hydroxy-1-piperidyl)-2-pyridyl]amino]-6H-1,6-naphthyridin-5-one FC1=C(C(=CC=C1)F)C1=NC=2C(=CNC(C2C(=C1)NC1=NC=C(C=C1)N1CCC(CC1)O)=O)C(C)(C)O